C1(CCCCC1)CC(=O)O[C@@H]1[C@H](O[C@@]([C@@H]1O)(C#N)C1=CC=C2C(=NC=NN21)N)COC(CC2(CCCCC2)NC(=O)OC(C)(C)C)=O (2R,3S,4R,5R)-5-(4-aminopyrrolo[2,1-f][1,2,4]triazin-7-yl)-2-((2-(1-((tert-butoxycarbonyl) amino) cyclohexyl) acetoxy) methyl)-5-cyano-4-hydroxytetrahydrofuran-3-yl 2-cyclohexylacetate